C(#N)CCN1N=CC=2C1=NC(=NC2NC(=O)C=2SC(=CC2)[N+](=O)[O-])C2=CC=C(C=C2)OC(F)(F)F N-(1-(2-cyanoethyl)-6-(4-(trifluoromethoxy)phenyl)-1H-pyrazolo[3,4-d]pyrimidin-4-yl)-5-nitrothiophene-2-carboxamide